[OH-].C(C)C(C(=O)[O-])CCCC.C(C)C(C(=O)[O-])CCCC.[Cr+3] chromium (III) bis(2-ethylhexanoate) hydroxide